3-(4-fluoro-5-(3-(methylamino)-7-(pyrrolidin-1-ylmethyl)-1H-pyrazolo[4,3-b]pyridin-5-yl)-1-oxoisoindolin-2-yl)piperidine-2,6-dione FC1=C2CN(C(C2=CC=C1C1=CC(=C2C(=N1)C(=NN2)NC)CN2CCCC2)=O)C2C(NC(CC2)=O)=O